C(C)(C)(C)OC(NN1C(C2=CC=CC=C2C12C1=CC=C(C=C1OC=1C=C(C=CC21)N2CCOCC2)N2CCOCC2)=O)=O (3',6'-dimorpholino-3-oxospiro[isoindoline-1,9'-xanthen]-2-yl)carbamic acid tert-butyl ester